CC1([C@H](C1)C(=O)N1CC2(C1)CN(C[C@H]2C(=O)N2C(OC[C@H]2C2=CC=CC=C2)=O)C(=O)C2=C(N=C(S2)C)C)C (R)-3-((S)-2-((S)-2,2-dimethylcyclopropane-1-carbonyl)-6-(2,4-dimethylthiazole-5-carbonyl)-2,6-diazaspiro[3.4]octane-8-carbonyl)-4-phenyloxazolidin-2-one